FC1=C(C=CC(=C1)F)C1=C(C=C2C(NC(NC2=C1SC[C@@H](CO)OC)=O)=O)C(F)(F)F 7-(2,4-difluorophenyl)-8-(((R)-3-hydroxy-2-methoxypropyl)thio)-6-(trifluoromethyl)quinazoline-2,4(1H,3H)-dione